OC=1C=C(\C=N\NC(=O)C2=NC(=CN=C2)C2=CC=C(C=C2)OC)C=C(C1)O (E)-N'-(3,5-dihydroxybenzylidene)-6-(4-methoxyphenyl)pyrazine-2-carbohydrazide